2'-deoxy-5-(4-trifluoromethylphenyl)uridine FC(C1=CC=C(C=C1)C=1C(NC(N([C@H]2C[C@H](O)[C@@H](CO)O2)C1)=O)=O)(F)F